4-(2-ethoxy)ethoxyphenyl bromide CCOCCOC1=CC=C(C=C1)Br